(2S,4R)-tert-butyl 4-fluoro-2-(hydroxymethyl)pyrrolidine-1-carboxylate F[C@@H]1C[C@H](N(C1)C(=O)OC(C)(C)C)CO